S(=O)(=O)([O-])[O-].[Na+].C(CCCCCCCCCCCCCCCCCCC)OC1=CC=CC=C1.[Na+] eicosylphenyl ether sodium sulfate